(2-ethyl-5-methoxy-4-aminophenyl)-2-methyl-2,7-diazaspiro[3.5]nonane C(C)C1=C(C=C(C(=C1)N)OC)C1N(CC12CCNCC2)C